C(C=C)(=O)N1C(C2=CC=CC(=C2CC1)C1=C2C=C(NC2=CC=C1F)C)C 4-(2-acryloyl-1-methyl-1,2,3,4-tetrahydroisoquinolin-5-yl)-5-fluoro-2-methyl-1H-indole